azidothymidine-5'-monophosphate P(=O)(O)(O)OC[C@@H]1[C@H](C[C@@](O1)(N1C(=O)NC(=O)C(C)=C1)N=[N+]=[N-])O